6-[(2-{[(Tertbutoxy)carbonyl]amino}phenyl)carbamoyl]pyridine-3-carboxylic acid C(C)(C)(C)OC(=O)NC1=C(C=CC=C1)NC(=O)C1=CC=C(C=N1)C(=O)O